5-bromo-3-(ethylthio)-N-methylpyridine-2-thiocarboxamide BrC=1C=C(C(=NC1)C(NC)=S)SCC